BrC=1C(=C2C(=NC1)NC(=N2)C2=CC=C(C=C2)N2CCN(CC2)CC=2SC=CN2)NC2CCN(CC2)CC 6-Bromo-N-(1-ethylpiperidin-4-yl)-2-{4-[4-(1,3-thiazol-2-ylmethyl)piperazin-1-yl]phenyl}-3H-imidazo[4,5-b]pyridin-7-amine